COC1=CC=C(C=C1)NC(=O)NC(=N)N1CCN(CC1)C(=O)OC(C)(C)C tert-butyl 4-(N-(4-methoxyphenyl)carbamoylamidino)piperazine-1-carboxylate